CC1=NC(=CC=C1S(=O)(=O)N1CCC2(CC(CO2)NC2CCOCC2)CC1)C(F)(F)F 8-((2-methyl-6-(trifluoromethyl)pyridin-3-yl)sulfonyl)-N-(tetrahydro-2H-pyran-4-yl)-1-oxa-8-azaspiro[4.5]decan-3-amine